1-(4-(4-((3-chloro-4-(3-(difluoromethyl)phenoxy)phenyl)amino)-7H-pyrrolo[2,3-d]pyrimidin-5-yl)piperidin-1-yl)prop-2-en-1-one ClC=1C=C(C=CC1OC1=CC(=CC=C1)C(F)F)NC=1C2=C(N=CN1)NC=C2C2CCN(CC2)C(C=C)=O